methyl (2R)-4-methylpiperazine-1,2-dicarboxylate CN1C[C@@H](N(CC1)C(=O)OC)C(=O)[O-]